(R)-3-(2-((S)-4-(4-fluorophenyl)-2-methylpiperazin-1-yl)ethyl)-2,8-diazaspiro[4.5]decan-1-one FC1=CC=C(C=C1)N1C[C@@H](N(CC1)CC[C@@H]1NC(C2(C1)CCNCC2)=O)C